methyl 2-[3-[[1-ethyl-4-[[4-(trifluoromethyl) phenyl]methyl]indole-3-carbonyl]amino]-1-bicyclo[1.1.1]pentanyl]acetate C(C)N1C=C(C2=C(C=CC=C12)CC1=CC=C(C=C1)C(F)(F)F)C(=O)NC12CC(C1)(C2)CC(=O)OC